C(C)N1N=C2N=C(C=NC2=C1)N[C@@H](C)C=1C=C(C=CC1)NC(C1=CC(=C(C=C1)N1CCCC1)F)=O (S)-N-(3-(1-((2-ethyl-2H-pyrazolo[3,4-b]pyrazin-6-yl)amino)ethyl)phenyl)-3-fluoro-4-(pyrrolidin-1-yl)benzamide